3-methyl-15-(9-(octadecan-9-yloxy)-9-oxononyl)-9-octyl-7,12-dioxo-8,13-dioxa-3,6-diazahexadecan-16-yl (9Z,12Z)-octadeca-9,12-dienoate C(CCCCCCC\C=C/C\C=C/CCCCC)(=O)OCC(COC(CCC(OC(NCCN(CC)C)=O)CCCCCCCC)=O)CCCCCCCCC(=O)OC(CCCCCCCC)CCCCCCCCC